C(C)(C)(C)OC(=O)N1C=CC2=CC=C(C=C12)N(CC1=NC=C(C(=C1C)OC)C)C(=O)OC(C)(C)C 6-((tert-Butoxycarbonyl)((4-methoxy-3,5-dimethylpyridin-2-yl)methyl)amino)-1H-indole-1-carboxylic acid tert-butyl ester